C1=CC=NC=2C=CC3=C(C12)C=CC=C3 benzo[f]quinolin